5-((4-(Trifluoromethyl)benzyl)oxy)-1H-indol-3-amine FC(C1=CC=C(COC=2C=C3C(=CNC3=CC2)N)C=C1)(F)F